[K].FC1(C(OC(C(O1)(F)F)(F)F)(O)C(F)(F)F)C(F)(F)F perfluoro(dimethyl-2-hydroxy-1,4-dioxane) potassium salt